CNCC1=CC=NC=C1 N-methyl-1-(4-pyridinyl)methylamine